2-bromo-5-(2-hydroxy-2-methylpropyloxy)benzonitrile BrC1=C(C#N)C=C(C=C1)OCC(C)(C)O